BrC=1C(=C2N=C(C(NC2=CC1)=O)OC)C 6-bromo-3-methoxy-5-methylquinoxalin-2(1H)-one